C1(=CC=CC=C1)C(N1CC(C1)N1N=C(C=C1)C(=O)OC)C1=CC=CC=C1 methyl 1-(1-diphenylmethylazetidin-3-yl)-1H-pyrazole-3-carboxylate